2-fluoro-5-chlorotrifluorotoluene FC1=C(C(F)(F)F)C=C(C=C1)Cl